FC1(C(C1)N1C=C(C=2N=C(N=CC21)SCCC(=O)OCC(CCCC)CC)N2CC(C(C2)(F)F)(F)F)F 2-ethylhexyl 3-((5-(2,2-difluorocyclopropyl)-7-(3,3,4,4-tetrafluoropyrrolidin-1-yl)-5H-pyrrolo[3,2-d]pyrimidin-2-yl)thio)propionate